C(C)N1N=C(C(=C1)C1=C(C=CC=C1F)[C@H]1C2=C(CN(C1)C(\C=C\CNC(C)(C)[2H])=O)SC(=C2)C#N)C(F)(F)F (S,E)-4-(2-(1-ethyl-3-(trifluoromethyl)-1H-pyrazol-4-yl)-3-fluorophenyl)-6-(4-((propan-2-yl-2-d)amino)but-2-enoyl)-4,5,6,7-tetrahydrothieno[2,3-c]pyridine-2-carbonitrile